COC1=C(C=CC=C1)N1C=NC=C1C(=O)OCC ethyl 1-(2-methoxyphenyl)-1H-imidazole-5-carboxylate